9,9-bis(methoxymethyl)-2,7-dicyclopentylfluorene COCC1(C2=CC(=CC=C2C=2C=CC(=CC12)C1CCCC1)C1CCCC1)COC